NC=1C(NC(N(N1)C1=CC(=C(C(=C1)Cl)OC1=CN(C(C(=C1)CC)=O)C(C)C)Cl)=O)=O 6-amino-2-(3,5-dichloro-4-((5-ethyl-1-isopropyl-6-oxo-1,6-dihydropyridin-3-yl)oxy)phenyl)-1,2,4-triazine-3,5(2h,4h)-dione